ClC=1C=CC=2C(=C3N(C2C1C=1C(=NN(C1C)C)C)[C@@H](CNC3=O)C)CCCOC3=CC(=C(C(=C3)C)Cl)C (R)-7-chloro-10-(3-(4-chloro-3,5-dimethylphenoxy)propyl)-4-methyl-6-(1,3,5-trimethyl-1H-pyrazol-4-yl)-3,4-dihydropyrazino[1,2-a]indol-1(2H)-one